BrC=1C(=CC=C2CCN(CC12)C(=O)OC(C)(C)C)OC tert-Butyl 8-bromo-7-methoxy-3,4-dihydroisoquinoline-2(1H)-carboxylate